FC1=CC(=C2C=C(N(C2=C1F)CCNC1=NC=NC(=C1)C1=CC=C(C=C1)C=1N(C=NC1)C)C)OC [2-(6,7-Difluoro-4-methoxy-2-methyl-indol-1-yl)-ethyl]-{6-[4-(3-methyl-3H-imidazol-4-yl)-phenyl]-pyrimidin-4-yl}-amine